1-(4-bromo-1H-pyrazol-1-yl)-2-methylpropan-2-ol BrC=1C=NN(C1)CC(C)(O)C